(S)-2-[5-(benzyloxy)-2-pyrimidinylamino]-5,5-dimethylhexanoic acid C(C1=CC=CC=C1)OC=1C=NC(=NC1)N[C@H](C(=O)O)CCC(C)(C)C